4-(2-chloro-4-methoxy-5-methylphenyl)-N-((1S)-2-cyclopropyl-1-(3-fluoro-4-methylphenyl)ethyl)-5-methyl-N-2-propyn-1-yl-2-thiazolylamine ClC1=C(C=C(C(=C1)OC)C)C=1N=C(SC1C)N(CC#C)[C@@H](CC1CC1)C1=CC(=C(C=C1)C)F